C(C)(C)N1N=C(C=2C1=NC=NC2N)C=2C=C1C=CN(C1=CC2)C 1-isopropyl-3-(1-methyl-1H-indol-5-yl)-1H-pyrazolo[3,4-d]pyrimidin-4-amine